tert-butyl 3-acetamido-5-(2-aminoethyl)-1H-indole-1-carboxylate C(C)(=O)NC1=CN(C2=CC=C(C=C12)CCN)C(=O)OC(C)(C)C